4-(4-(5-(4-formylpiperidin-1-yl)pyridin-2-yl)piperidin-1-yl)-2-(trifluoromethyl)-benzonitrile C(=O)C1CCN(CC1)C=1C=CC(=NC1)C1CCN(CC1)C1=CC(=C(C#N)C=C1)C(F)(F)F